2,2-diethyl-1,3-butanediol C(C)C(CO)(C(C)O)CC